CC1=NC(=CC=C1O[C@@H]1C[C@H](CCC1)C(=O)O)C=1N=NN(C1CNC1=NOC(=N1)CC(CC)C)C (1S,3S)-3-({2-Methyl-6-[1-methyl-5-({[5-(2-methylbutyl)-1,2,4-oxadiazol-3-yl]amino}methyl)-1H-1,2,3-triazol-4-yl]pyridin-3-yl}oxy)cyclohexane-1-carboxylic acid